NCCNCCC[Si](OCC)(OCC)OCC gamma-(2-aminoethyl)aminopropyltriethoxysilane